tri(n-butyl)ammonium tetrakis(3,5-di(trifluoromethyl)phenyl)borate FC(C=1C=C(C=C(C1)C(F)(F)F)[B-](C1=CC(=CC(=C1)C(F)(F)F)C(F)(F)F)(C1=CC(=CC(=C1)C(F)(F)F)C(F)(F)F)C1=CC(=CC(=C1)C(F)(F)F)C(F)(F)F)(F)F.C(CCC)[NH+](CCCC)CCCC